3-(difluoromethyl)-1-methyl-N-(1,1,3-trimethylindan-4-yl)pyrazole-4-carboxamide FC(C1=NN(C=C1C(=O)NC1=C2C(CC(C2=CC=C1)(C)C)C)C)F